(9-benzyl-1-methyl-1,3,4,9-tetrahydro-2H-pyrido[3,4-b]indol-2-yl)-2-(4-((9-benzyl-1-methyl-1,3,4,9-tetrahydro-2H-pyrido[3,4-b]indol-2-yl)methyl)-1H-1,2,3-triazol-1-yl)ethan-1-one C(C1=CC=CC=C1)N1C2=C(C3=CC=CC=C13)CCN(C2C)C(CN2N=NC(=C2)CN2C(C=1N(C3=CC=CC=C3C1CC2)CC2=CC=CC=C2)C)=O